N1N=CC2=C(C=CC=C12)CN1N=CC2=C(C1=O)N(C1=C2SC(=N1)CC=1N=CSC1)C 6-((1H-indazol-4-yl)methyl)-4-methyl-2-(thiazol-4-ylmethyl)-4H-thiazolo[5',4':4,5]pyrrolo[2,3-d]pyridazin-5(6H)-one